2-{[(5-chlorothiophene-3-one-yl)carbamoyl]amino}-2-ethylbutanoic acid ClC1=CC(C(S1)NC(=O)NC(C(=O)O)(CC)CC)=O